CCCCCCCCCCCCCCCCCCOC(=O)CCSCCC(=O)OCCCCCCCCCCCCCCCCCC dioctadecyl thiodipropionate